(1R,2S,SR)-3-menthyl (2-hydroxyethoxy)acetate OCCOCC(=O)O[C@H]1C[C@@H](CCC1C(C)C)C |&1:8|